(R)-2-amino-N-((3-(3,5-difluoro-4-(4-(oxetan-3-yl)piperazin-1-yl)phenyl)-2-oxooxazolidin-5-yl)methyl)acetamide NCC(=O)NC[C@@H]1CN(C(O1)=O)C1=CC(=C(C(=C1)F)N1CCN(CC1)C1COC1)F